FC1=C(C=CC=C1F)CN1[C@H]([C@@H]2C[C@@H]2C1=O)CC(=O)O |o1:10,11,13| 2-[(1R*,2S*,5S*)-3-[(2,3-difluorophenyl)methyl]-4-oxo-3-azabicyclo[3.1.0]hexan-2-yl]acetic acid